N-(2-(3-chloro-1-(1-methylpiperidin-4-yl)-1H-pyrazol-4-yl)pyrimidin-4-yl)-5-isopropyl-8-((2R,3S)-2-methyl-3-((methylsulfonyl)methyl)azetidin-1-yl)isoquinolin-3-amine ClC1=NN(C=C1C1=NC=CC(=N1)NC=1N=CC2=C(C=CC(=C2C1)C(C)C)N1[C@@H]([C@H](C1)CS(=O)(=O)C)C)C1CCN(CC1)C